The molecule is an amino acid amide that is a carboxamide obtained by formal condensation between N-butyl-L-alaninamide and (2Z)-2-(2-amino-1,3-thiazol-4-yl)-2-(methoxyimino)acetic acid. It is an oxime O-ether, a member of 1,3-thiazoles, an amino acid amide and a L-alanine derivative. CCCCNC(=O)[C@H](C)NC(=O)/C(=N\\OC)/C1=CSC(=N1)N